3-(3-(4-(aminomethyl)phenyl)-5-phenyl-3H-imidazo[4,5-b]pyridin-2-yl)pyridin-2-amine NCC1=CC=C(C=C1)N1C(=NC=2C1=NC(=CC2)C2=CC=CC=C2)C=2C(=NC=CC2)N